BrC=1C(N(C(N(C1)CC(=O)[O-])=O)C(CO)(C)C)=O [5-bromo-3-((S)-Methyl 2-hydroxy-1-methyl-ethyl)-2,4-dioxo-3,4-dihydro-2H-pyrimidin-1-yl]-acetate